(1R,2S,5R)-1-Amino-5-(2-boronoethyl)-2-(((S)-2,6-diaminohexanamido)methyl)cyclohexane-1-carboxylic acid trihydrochloride Cl.Cl.Cl.N[C@]1([C@@H](CC[C@H](C1)CCB(O)O)CNC([C@H](CCCCN)N)=O)C(=O)O